N-BOC-4-(((methylsulfonyl)oxy)methyl)piperidine C(=O)(OC(C)(C)C)N1CCC(CC1)COS(=O)(=O)C